tert-Butyl 2-[1-[6-methyl-2-(2-methylpyrazolo[4,3-b]pyridin-6-yl)-4-oxo-chromen-8-yl]ethylamino]benzoate CC=1C=C2C(C=C(OC2=C(C1)C(C)NC1=C(C(=O)OC(C)(C)C)C=CC=C1)C1=CC=2C(N=C1)=CN(N2)C)=O